C(C)C=1C(NC=2C=C(C=NC2C1)CN1C[C@H]2COCC3=C(N2CC1)C=CC(=N3)C(=O)NC)=O (S)-3-((7-Ethyl-6-oxo-5,6-dihydro-1,5-naphthyridin-3-yl)methyl)-N-methyl-1,2,3,4,4a,5-hexahydro-7H-pyrazino[2,1-c]pyrido[3,2-e][1,4]oxazepine-9-carboxamide